C1=CC(=O)N=C2C1=NN=N2 triazolopyridinone